FC1=C(C(=CC=C1)C)N1CC2=C(CCC1)C(=NC(=N2)OC[C@H]2N(CCC2)C)N2C[C@@H](N(CC2)C(C=C)=O)CC#N 2-[(2S)-4-[8-(2-fluoro-6-methyl-phenyl)-2-[[(2S)-1-methylpyrrolidin-2-yl]methoxy]-5,6,7,9-tetrahydropyrimido[4,5-c]azepin-4-yl]-1-prop-2-enoyl-piperazin-2-yl]acetonitrile